C(CCCCCCCCCCCCCC)=O 1-pentadecanal